C1(=CC(=CC=C1)C(=O)N1CC(CCC1)C(=O)NC1=C(C(=O)O)C=C(C=C1)Cl)C1=CC=CC=C1 2-{{[1-{biphenyl-3-ylcarbonyl}piperidin-3-yl]carbonyl}amino}-5-chlorobenzoic acid